NC(C)(C1CCCC1)C1=NN(C2=CN=C(C=C21)NC2=CC=C1C(=N2)CC(OC1=O)(C)C)CC(F)F ((3-(1-amino-1-cyclopentylethyl)-1-(2,2-difluoroethyl)-1H-pyrazolo[3,4-c]pyridin-5-yl)amino)-7,7-dimethyl-7,8-dihydro-5H-pyrano[4,3-b]pyridin-5-one